C(CC=C)OC1=NC(=NC=2N1N=CC2)C2=CC(=NC=C2OC)[C@@H](C)NCC (R)-1-(4-(4-(but-3-en-1-yloxy)pyrazolo[1,5-a][1,3,5]triazin-2-yl)-5-methoxypyridin-2-yl)-N-ethylethan-1-amine